COC1=CC=C(OCC(=O)NC2=C(C(=O)N)C=CC=C2)C=C1 2-(4-methoxyphenoxyacetamido)benzamide